5-methyl-1-(4-((4'-(3-methylpiperazine-1-carbonyl)-[1,1'-biphenyl]-4-yl)methyl)phenyl)-1H-1,2,4-triazole-3-carboxamide CC1=NC(=NN1C1=CC=C(C=C1)CC1=CC=C(C=C1)C1=CC=C(C=C1)C(=O)N1CC(NCC1)C)C(=O)N